((6-(3-formylthiophen-2-yl)-2-methylpyridin-3-yl)oxy)cyclohexane C(=O)C1=C(SC=C1)C1=CC=C(C(=N1)C)OC1CCCCC1